C(C)(=O)OC\C=C\CCCCCCCC (E)-2-Undecenyl acetate